C1=CC=C(C=C1)C(=O)C2=CC=CC=C2 The molecule is the simplest member of the class of benzophenones, being formaldehyde in which both hydrogens are replaced by phenyl groups. It has a role as a photosensitizing agent and a plant metabolite.